(5E)-3-methylcyclopenta-5-en CC1CC=CC1